C(N)(=O)C=1C(=NN(C1)[C@@H]1COCC[C@H]1C#N)NC=1C=C(C(=C(C(=O)OC)C1)B1OCC(CO1)(C)C)C methyl 5-[[4-carbamoyl-1-[trans-4-cyanotetrahydropyran-3-yl]pyrazol-3-yl]amino]-2-(5,5-dimethyl-1,3,2-dioxaborinan-2-yl)-3-methyl-benzoate